C1(CC1)N(C(=O)[C@H]1CN(CCC1)S(=O)(=O)C1=CC=C(C=C1)S(N(CC)CC)(=O)=O)C1CC1 (R)-N,N-dicyclopropyl-1-((4-(N,N-diethylsulfamoyl)phenyl)sulfonyl)piperidine-3-carboxamide